8-bromo-1,2,3,9b-tetrahydrobenzo[c]thieno[2,1-e]isothiazole 4-oxide BrC1=CC2=C(NS3(C2CCC3)=O)C=C1